O.[Ga] gallium, hydrate